N-(3-chloro-4-(cyclopropylmethoxy)phenyl)-N-(3,3-dimethyl-1-morpholino-1-oxobutan-2-yl)-3-(triisopropylsilyl)propiolamide ClC=1C=C(C=CC1OCC1CC1)N(C(C#C[Si](C(C)C)(C(C)C)C(C)C)=O)C(C(=O)N1CCOCC1)C(C)(C)C